C1([C@H](O)[C@H](O)[C@@H](O)[C@@H](O1)C)O[C@@H](C=O)[C@@H](O)[C@H](O)[C@H](O)CO rhamnosyl-(1→2)glucose